4-(benzo[d][1,3]dioxol-5-yloxy)-8-bromoquinazoline O1COC2=C1C=CC(=C2)OC2=NC=NC1=C(C=CC=C21)Br